(S)-4-(1-(6-(1-amino-1,3-dihydrospiro[indene-2,4'-piperidin]-1'-yl)-4-oxo-4,5-dihydro-1H-pyrazolo[3,4-d]pyrimidin-3-yl)cyclopropyl)pyrrolecarbonitrile N[C@@H]1C2=CC=CC=C2CC12CCN(CC2)C=2NC(C1=C(N2)NN=C1C1(CC1)C=1C=C(NC1)C#N)=O